C(C=C)N Allyl-amine